O=S1(CCN(CC1)C1=CC=C(CC=C(C(=O)N)C)C=C1)=O (4-(1,1-dioxidothiomorpholino)benzyl)methacrylamide